ClC1=CC=C(C=N1)CN1C(C=CC=C1)=CC(C(F)(F)F)=O 3-[1-[(6-chloro-3-pyridinyl)methyl]-2-pyridylidene]-1,1,1-trifluoropropan-2-one